tert-Butyl (3-(7-chloro-2,4-dioxo-3,4-dihydroquinazolin-1(2H)-yl)phenyl)carbamate ClC1=CC=C2C(NC(N(C2=C1)C=1C=C(C=CC1)NC(OC(C)(C)C)=O)=O)=O